2,5-dioxopyrrolidin-1-yl 2,2-dimethyl-4,7,10-trioxo-3-oxa-5,8,11-triazatridecan-13-oate CC(C)(OC(NCC(NCC(NCC(=O)ON1C(CCC1=O)=O)=O)=O)=O)C